(12R,16R)-13-ethyl-12-methyl-16-(3,3,3-trifluoropropyl)-12,13,16,17,18,19,20,21-octahydro-6,23-(azeno)-11,7-(metheno)imidazo[2,1-c][1,4,5,10,13,15]oxapentaazacyclohenicosin-14(15H)-one C(C)N1[C@@H](C=2N=CC=C(C3=NN4C(C(OCCCCC[C@@H](NC1=O)CCC(F)(F)F)=N3)=NC=C4)C2)C